SCCCC[SiH](OCC)OCC 3-mercapto-1-propyl-methyl-diethoxysilane